2-Chloro-5-fluorobenzaldehyde ClC1=C(C=O)C=C(C=C1)F